tert-butyl (4,4,4-trifluoro-1-(methoxyamino)-1-oxobutan-2-yl)-carbamate FC(CC(C(=O)NOC)NC(OC(C)(C)C)=O)(F)F